Cl.BrC1=C(C=C2C=C(N=CC2=C1)NC)I 7-bromo-6-iodo-N-methylisoquinolin-3-amine HCl salt